5-Fluoro-6-hydrazinonicotinic acid FC=1C(=NC=C(C(=O)O)C1)NN